[1,3]Diazole N1C=NC=C1